tetrahydrofuro[2,3-b]indoline O1CCC2C1NC1=CC=CCC21